CCCCCCCC/C=C\\CCCCCCCCCCCC(=O)CC(=O)SCCNC(=O)CCNC(=O)[C@@H](C(C)(C)COP(=O)(O)OP(=O)(O)OC[C@@H]1[C@H]([C@H]([C@@H](O1)N2C=NC3=C(N=CN=C32)N)O)OP(=O)(O)O)O The molecule is a 3-oxo-fatty acyl-CoA that results from the formal condensation of the thiol group of coenzyme A with the carboxy group of (15Z)-3-oxotetracosenoic acid. It is a 3-oxo-fatty acyl-CoA, a very long-chain fatty acyl-CoA and a monounsaturated fatty acyl-CoA. It is a conjugate acid of a (15Z)-3-oxotetracosenoyl-CoA(4-).